tertiary butyl 2-(4-(1-(4-((5-chloro-4-((2-(N-methylmethylsulfonamido)phenyl)amino)pyrimidin-2-yl)amino)-3-methoxyphenyl)piperidin-4-yl)piperazin-1-yl)acetate ClC=1C(=NC(=NC1)NC1=C(C=C(C=C1)N1CCC(CC1)N1CCN(CC1)CC(=O)OC(C)(C)C)OC)NC1=C(C=CC=C1)N(S(=O)(=O)C)C